OCCOCCOCCOCCOCCN(C(=O)[C@@H]1CN(CCC1)C1=CN=CC2=CC=CC=C12)C=1C=CC(N(C1)CC(=O)O)=O (S)-2-(5-(N-(14-hydroxy-3,6,9,12-tetraoxatetradecyl)-1-(isoquinolin-4-yl)piperidine-3-carboxamido)-2-oxopyridin-1(2H)-yl)acetic acid